C1(=CC=CC=C1)C=1C=C(C=2NC3=CC=C(C=C3C2C1)C1=CC=CC=C1)C=O 3,6-diphenyl-1-formylcarbazole